N-[1-[(2,4-dichlorophenyl)methyl]indazol-3-yl]-4-methyl-thiadiazole-5-carboxamide ClC1=C(C=CC(=C1)Cl)CN1N=C(C2=CC=CC=C12)NC(=O)C1=C(N=NS1)C